4-[6-[[5-(trifluoromethoxy)-2-pyridinyl]amino]-1,3-benzothiazol-2-yl]-4-azatricyclo[5.2.1.02,6]dec-8-ene-3,5-dione FC(OC=1C=CC(=NC1)NC1=CC2=C(N=C(S2)N2C(C3C4C=CC(C3C2=O)C4)=O)C=C1)(F)F